1-(cyclopropylmethyl)-3-methyl-pyrazol-4-yl-5-(1,3-dioxolan-2-yl)-2-pyridyl-6-fluoro-N-(6-methylpyridazin-3-yl)benzimidazol-5-amine C1(CC1)CN1N=C(C(=C1)C1=C(C(=CC=2N=C(NC21)C2=NC=C(C=C2)C2OCCO2)F)NC=2N=NC(=CC2)C)C